5-chloro-N-(3,5-dimethoxyphenyl)-N-[2-oxo-1-(2,2,2-trifluoroethyl)pyrrolidin-3-yl]-2-(2-triisopropylsilylethynyl)thiazole-4-carboxamide ClC1=C(N=C(S1)C#C[Si](C(C)C)(C(C)C)C(C)C)C(=O)N(C1C(N(CC1)CC(F)(F)F)=O)C1=CC(=CC(=C1)OC)OC